BrC=1N(C2=CC=CC=C2C1C[C@]1(CC(C2=CC=CC=C12)=O)C)S(=O)(=O)C (S)-3-((2-bromo-1-(methylsulfonyl)-1H-indol-3-yl)methyl)-3-methyl-2,3-dihydro-1H-inden-1-one